4-(2-methoxy-anilino)-N-(2,6-dimethylphenyl)-5,6-dihydropyrimido[4,5-e]indolizine-7-carboxamide COC1=C(NC2=NC=NC=3N4C=CC(=C4CCC32)C(=O)NC3=C(C=CC=C3C)C)C=CC=C1